Methyl (3-amino-4-(4-(5-chloropicolinoyl)pyridin-2-yl)phenyl)carbamate NC=1C=C(C=CC1C1=NC=CC(=C1)C(C1=NC=C(C=C1)Cl)=O)NC(OC)=O